(7-fluoro-5-(methyl(3-((1-(trifluoromethyl)cyclopropyl)ethynyl)phenyl)amino)-[1,2,4]triazolo[4,3-a]quinazolin-8-yl)methanol FC=1C=C2C(=NC=3N(C2=CC1CO)C=NN3)N(C3=CC(=CC=C3)C#CC3(CC3)C(F)(F)F)C